N-((1,2,3,5,6,7-hexahydro-s-indacen-4-yl)carbamoyl)-4-((6-hydroxy-2-azaspiro[3.3]heptan-2-yl)methyl)furan-2-sulfonimidamide C1CCC2=C(C=3CCCC3C=C12)NC(=O)NS(=O)(=N)C=1OC=C(C1)CN1CC2(C1)CC(C2)O